ClC1=C2C3=C(N=CN=C3C(=C1C1=C(C=CC=3NC=NC31)F)F)N3[C@H](CO2)CN(CC3)C(C=C)=O 1-((8aS)-6-chloro-4-fluoro-5-(5-fluoro-1H-benzo[d]imidazol-4-yl)-8a,9,11,12-tetrahydropyrazino[2',1':3,4][1,4]oxazepino[5,6,7-de]quinazolin-10(8H)-yl)prop-2-en-1-one